P(=O)(OC1=C2C=CC=NC2=CC=C1)(Cl)Cl quinolin-5-yl dichlorophosphate